6-(2-chloro-4-(5-methyl-1,2,4-oxadiazol-3-yl)phenyl)-N-(4-cyano-3-(2-(dimethylamino)ethoxy)phenyl)nicotinamide ClC1=C(C=CC(=C1)C1=NOC(=N1)C)C1=NC=C(C(=O)NC2=CC(=C(C=C2)C#N)OCCN(C)C)C=C1